tert-Butyl 4-[(1R)-1-amino-2-fluoroethyl]piperidine-1-carboxylate N[C@@H](CF)C1CCN(CC1)C(=O)OC(C)(C)C